C(\C=C\C(=O)O)(=O)O.N1(C=CC2=CC=CC=C12)CCCN(C)C 3-(1H-indol-1-yl)-N,N-dimethylpropan-1-amine fumarate salt